C1(CC1)C(=O)N1[C@H]2CN([C@@H](CC1C#C[Si](C)(C)C)C2)C(=O)OCC[Si](C)(C)C 2-(Trimethylsilyl)ethyl (1R,5S)-2-(cyclopropanecarbonyl)-3-((trimethylsilyl)ethynyl)-2,6-diazabicyclo[3.2.1]octane-6-carboxylate